N[C@H]1C[C@H](N(C[C@H]1F)C(=O)N1CC2(CCCC2)[C@@H](CC1)CN1C(C=C(C=C1)C1=CC=CC=C1)=O)C1=CC=CC=C1 1-(((R)-7-((2S,4S,5R)-4-Amino-5-fluoro-2-phenylpiperidine-1-carbonyl)-7-azaspiro[4.5]decan-10-yl)methyl)-4-phenylpyridin-2(1H)-one